ClC=1C=CC=2C3=C(C(N(C2C1)C=1C=NC=CC1)=O)N=C(N3C)C3CC3 7-chloro-2-cyclopropyl-1-methyl-5-(pyridin-3-yl)-1,5-dihydro-4H-imidazo[4,5-c]quinolin-4-one